(S)-1-(3-(4-amino-5-((2-(ethylamino)benzo[d]oxazol-5-yl)ethynyl)-7H-pyrrolo[2,3-d]pyrimidin-7-yl)pyrrolidin-1-yl)prop-2-en-1-one NC=1C2=C(N=CN1)N(C=C2C#CC=2C=CC1=C(N=C(O1)NCC)C2)[C@@H]2CN(CC2)C(C=C)=O